N(=[N+]=[N-])C[C@@H]1N(C[C@@H](C1)C1=CC(=C(C=C1)OC(F)F)OCC1CC1)C(C)=O ((2R,4S)-2-(azidomethyl)-4-(3-(cyclopropylmethoxy)-4-(difluoromethoxy)phenyl)pyrrolidin-1-yl)ethanone